methyl 7-(((benzyloxy)carbonyl)(methyl)amino)-2-(4-iodo-phenyl)-2,6,6-trimethyl-heptanoate C(C1=CC=CC=C1)OC(=O)N(CC(CCCC(C(=O)OC)(C)C1=CC=C(C=C1)I)(C)C)C